COC(=O)C=1C=CC2=C(N(C(=N2)CN2CCC(CC2)C2=CC=CC=3OC[C@H](OC32)C3=C(C=C(C=C3)Cl)Cl)C[C@H]3OCC3)C1 2-((4-((R)-3-(2,4-dichlorophenyl)-2,3-dihydrobenzo[b][1,4]dioxin-5-yl)piperidin-1-yl)methyl)-1-(((S)-oxetan-2-yl)methyl)-1H-benzo[d]imidazole-6-carboxylic acid methyl ester